C(C)N1N(C2=CC(=CC=C2C1=O)NC1=NC=C(C(=C1)N[C@H](CO)C1=CC=CC=C1)C=1OC(=NN1)C=1C=NC=CC1)C(C)C (S)-2-ethyl-6-((4-((2-hydroxy-1-phenylethyl)amino)-5-(5-(pyridin-3-yl)-1,3,4-oxadiazol-2-yl)pyridin-2-yl)amino)-1-isopropyl-1,2-dihydro-3H-indazol-3-one